C(C)(C)(C)OC(NCCC(=O)NC=1N=CC2=C(C=C(C=C2C1)Br)Cl)=O 3-(6-bromo-8-chloroisoquinolin-3-ylamino)-3-oxopropyl-carbamic acid tert-butyl ester